4-[3-(4-methoxyphenyl)imidazo[1,2-a]pyrazin-6-yl]phenol COC1=CC=C(C=C1)C1=CN=C2N1C=C(N=C2)C2=CC=C(C=C2)O